(4-octyloxyphenyl)phenyliodonium tetrakis-(3,5-bis-trifluoromethylphenyl)borate FC(C=1C=C(C=C(C1)C(F)(F)F)[B-](C1=CC(=CC(=C1)C(F)(F)F)C(F)(F)F)(C1=CC(=CC(=C1)C(F)(F)F)C(F)(F)F)C1=CC(=CC(=C1)C(F)(F)F)C(F)(F)F)(F)F.C(CCCCCCC)OC1=CC=C(C=C1)[I+]C1=CC=CC=C1